isopropyl ((S)-(((2R,3R,4R,SR)-5-(4-amino-2-oxopyrimidin-1(2H)-yl)-4-fluoro-3-hydroxy-4-methyltetrahydrofuran-2-yl)methoxy)(phenoxy)phosphoryl)-L-alaninate NC1=NC(N(C=C1)[C@@H]1[C@]([C@@H]([C@H](O1)CO[P@](=O)(OC1=CC=CC=C1)N[C@@H](C)C(=O)OC(C)C)O)(C)F)=O |&1:7|